tert-butyl (S)-2-((((9H-fluoren-9-yl)methoxy)carbonyl)amino)-3-(4-(trifluoromethoxy)phenyl)propanoate C1=CC=CC=2C3=CC=CC=C3C(C12)COC(=O)N[C@H](C(=O)OC(C)(C)C)CC1=CC=C(C=C1)OC(F)(F)F